N-(5-((4-(hydroxymethyl)pyridin-2-yl)methoxy)-1,3,4-thiadiazol-2-yl)-4-(2-methoxyphenyl)-6-methylpyridine-3-carboxamide OCC1=CC(=NC=C1)COC1=NN=C(S1)NC(=O)C=1C=NC(=CC1C1=C(C=CC=C1)OC)C